ClC1=CC2=C(OC=CC(=C2)C(=O)NC2=NC(=NS2)CN2CCC(CC2)O)C=C1 7-Chloro-N-(3-((4-hydroxypiperidin-1-yl)methyl)-1,2,4-thiadiazol-5-yl)benzo[b]oxepin-4-carboxamide